6-(1,4-Diazepan-1-yl)nicotinonitrile N1(CCNCCC1)C1=NC=C(C#N)C=C1